3-Hydroxyoctadecenoylcarnitine CCCCCCCC/C=C\CCCCCC(CC(=O)O[C@@H](CCC(=O)[O-])[N+](C)(C)C)O